trans-1-(4-((4-((S)-3-(3,5-difluorophenyl)isoxazolidine-2-carbonyl)cyclohexyl)methoxy)-3-fluorophenyl)-3-methyl-1,3-dihydro-2H-imidazol-2-one FC=1C=C(C=C(C1)F)[C@H]1N(OCC1)C(=O)[C@@H]1CC[C@H](CC1)COC1=C(C=C(C=C1)N1C(N(C=C1)C)=O)F